(1r,3S,5S)-N-[(3S,6r)-1-ethyl-6-(trifluoromethyl)piperidin-3-yl]-8-[5-(5-fluoro-2-methoxypyridin-4-yl)-1H-pyrazole-3-carbonyl]-8-azabicyclo[3.2.1]octane-3-carboxamide C(C)N1C[C@H](CC[C@@H]1C(F)(F)F)NC(=O)C1C[C@H]2CC[C@@H](C1)N2C(=O)C2=NNC(=C2)C2=CC(=NC=C2F)OC